C\C(=C/CO)\CCCC(CCCC(CCCC(C)C)C)C (E)-3,7,11,15-tetramethylhexadec-2-en-1-ol